17-hydroxy-13-methyl-1,2,6,7,8,9,10,11,12,13,14,15,16,17-tetradecahydro-3H-cyclopenta[a]phenanthren-3-one OC1CCC2C3CCC4=CC(CCC4C3CCC12C)=O